allyl 5-(((2,2-difluoropropoxy)(((S)-1-oxo-1-propoxypropan-2-yl)amino)phosphoryl)methyl)benzo[b]thiophene-2-carboxylate FC(COP(=O)(N[C@H](C(OCCC)=O)C)CC1=CC2=C(SC(=C2)C(=O)OCC=C)C=C1)(C)F